FC1=C(OC2CCC(CC2)C(=O)OCC)C=C(C(=C1)OC)C(N[C@@H]1[C@H]2CC[C@@H]([C@@H]1C(NC1=NC=C(C=C1)C(F)(F)F)=O)C2)=O Ethyl (1S,4s)-4-(2-fluoro-4-methoxy-5-(((1S,2R,3S,4R)-3-((5-(trifluoromethyl)pyridin-2-yl)carbamoyl)bicyclo[2.2.1]heptan-2-yl)carbamoyl)phenoxy)cyclohexane-1-carboxylate